2-[(3R)-3-(aminomethyl)-1-piperidinyl]-N-(5-cyclopropyl-1H-pyrazol-3-yl)pyrimidin-4-amine NC[C@@H]1CN(CCC1)C1=NC=CC(=N1)NC1=NNC(=C1)C1CC1